[(2,4-dichlorobenzoyl carbamothioyl)amino]-4,5,6,7-tetrahydro-1-benzothiophene-3-carboxylate ClC1=C(C(=O)NC(=S)NC=2SC3=C(C2C(=O)[O-])CCCC3)C=CC(=C1)Cl